NC1=CC=C(OC2(CC=C(C(=O)C3=CC=CC=C3)C=C2)OC2=CC=C(C=C2)N)C=C1 4,4-bis(4-aminophenoxy)benzophenone